FC1(CC(C1)C1=CC(=C(C=C1F)N1C(C=CC2=CC(=C(C=C12)F)S(=O)(=O)N(CC1=CC=C(C=C1)OC)C1=NOC=C1)=O)OC)F (P)-1-(4-(3,3-DIFLUOROCYCLOBUTYL)-5-FLUORO-2-METHOXYPHENYL)-7-FLUORO-N-(ISOXAZOL-3-YL)-N-(4-METHOXYBENZYL)-2-OXO-1,2-DIHYDROQUINOLINE-6-SULFONAMIDE